N-(4-chlorophenyl)-2-{[7-(dimethylamino)-1,3-dimethyl-2,4-dioxo-1,2,3,4-tetrahydropyrido[2,3-d]pyrimidin-5-yl]amino}acetamide ClC1=CC=C(C=C1)NC(CNC1=CC(=NC=2N(C(N(C(C21)=O)C)=O)C)N(C)C)=O